2-oxo-1-[2-(trimethylsilyl)ethoxymethyl]spiro[indoline-3,4'-tetrahydropyran]-6-carboxylic acid O=C1N(C2=CC(=CC=C2C12CCOCC2)C(=O)O)COCC[Si](C)(C)C